NC1=NC2=CC=C(C=C2C=C1)[C@@](C(=O)OC(C)C)(CC(C)(C)C)NC(=O)OCC1=CC=CC=C1 isopropyl (R)-2-(2-aminoquinolin-6-yl)-2-(((benzyloxy)carbonyl)amino)-4,4-dimethylpentanoate